N-(5-((5-cyano-4-(cyclobutylamino)pyridin-2-yl)amino)-2-(4-ethylpiperazin-1-yl)pyridin-4-yl)acrylamide C(#N)C=1C(=CC(=NC1)NC=1C(=CC(=NC1)N1CCN(CC1)CC)NC(C=C)=O)NC1CCC1